NC1=C2C(=NC=N1)N(N=C2C2=CC=C(C=C2)OC2=CC=CC=C2)[C@H]2CN(CCC2)C(CCCCCCCSC2=C1C(N(C(C1=CC=C2F)=O)C2C(NC(CC2)=O)=O)=O)=O 4-((8-((R)-3-(4-amino-3-(4-phenoxyphenyl)-1H-pyrazolo[3,4-d]pyrimidin-1-yl)piperidine-1-yl)-8-oxooctyl)thio)-2-(2,6-dioxopiperidin-3-yl)-5-fluoroisoindoline-1,3-dione